OCC1C2C3C=CC(C2C=C1)C3 3-hydroxymethyltricyclo[5.2.1.02,6]Deca-4,8-diene